3-(1-amino-3-hydroxy-propyl)phenol NC(CCO)C=1C=C(C=CC1)O